potassium D-glucarate salt O=C([C@H](O)[C@@H](O)[C@H](O)[C@H](O)C(=O)[O-])[O-].[K+].[K+]